lanthanum trifluorophenylacetate FC1=C(C(=C(C=C1)CC(=O)[O-])F)F.[La+3].FC1=C(C(=C(C=C1)CC(=O)[O-])F)F.FC1=C(C(=C(C=C1)CC(=O)[O-])F)F